ClC1=C(C(=O)O)C=C(C(=C1)Cl)S(=O)(=O)O 2,4-dichloro-5-sulfobenzoic acid